Cl.FC1(C(N(C=CC1C1=C(C=CC=C1)OC1=C2C(=NC=C1)C=C(S2)C2=NC=C(C=C2)CNCCOC)C2=CC=CC=C2)=O)C(=O)N 3-fluoro-4-{[2-(5-{[(2-methoxyethyl)amino]methyl}pyridine-2-yl)thieno[3,2-b]pyridine-7-yl]oxylphenyl}-2-oxo-1-phenyl-1,2-dihydropyridine-3-carboxamide hydrochloride